2-(2H-benzotriazole-2-yl)-4-(1,1,3,3-tetramethyl-butyl)phenol N=1N(N=C2C1C=CC=C2)C2=C(C=CC(=C2)C(CC(C)(C)C)(C)C)O